ClC1=C(C=CC=C1F)C(OC=1C=NC(=NC1)C(=O)N[C@H](C)\C=C\S(=O)(=O)C)C1(COC1)F 5-((2-chloro-3-fluorophenyl)(3-fluorooxetan-3-yl)methoxy)-N-((R,E)-4-(methylsulfonyl)but-3-en-2-yl)pyrimidine-2-carboxamide